ClC=1C=C2C(N(C(=NC2=CC1)[C@@H](CCC)N1CCN([C@H](CC1)C)C)C)=O 6-Chloro-2-((R)-1-((S)-4,5-dimethyl-1,4-diazepan-1-yl)butyl)-3-methylquinazolin-4(3H)-one